2-(ethoxy)trimethylolpropane triacrylate C(C=C)(=O)O.C(C=C)(=O)O.C(C=C)(=O)O.C(C)OC(C(CO)(CO)CO)C